3-Amino-3-({1-[(2-cyclopropylpropan-2-yl)carbamoyl]ethyl}carbamoyl)propanoic acid NC(CC(=O)O)C(NC(C)C(NC(C)(C)C1CC1)=O)=O